C(C)(=O)C1=NN(C2=CC=C(C=C12)C=1C=NC(=NC1)C)CC(=O)N1[C@@H]2C[C@@]2(C[C@H]1C(=O)NC1=NC(=C(C=C1C)F)Br)C (1R,3S,5R)-2-(2-(3-acetyl-5-(2-methylpyrimidin-5-yl)-1H-indazol-1-yl)acetyl)-N-(6-bromo-5-fluoro-3-methylpyridin-2-yl)-5-methyl-2-azabicyclo[3.1.0]hexane-3-carboxamide